NCC=1N=C(SC1)C1=CC(=CC=2C=COC21)COC2=C(C=CC=C2)CC(=O)OCC ethyl 2-(2-((7-(4-(aminomethyl)thiazol-2-yl)benzofuran-5-yl)methoxy)phenyl)acetate